cyclobutane-1-carboxylic acid benzyl ester C(C1=CC=CC=C1)OC(=O)C1CCC1